(2-(difluoromethoxy)-4-fluorophenyl)ethan-1-ol FC(OC1=C(C=CC(=C1)F)C(C)O)F